1-Ethyl 6-(N-(6-((6-(benzo[d]thiazol-2-ylamino)-5-methylpyridazin-3-yl)(methyl)amino)-3-(1-(cyclopentylmethyl)-5-methyl-1H-pyrazol-4-yl)picolinoyl)sulfamoyl)hexanoate S1C(=NC2=C1C=CC=C2)NC2=C(C=C(N=N2)N(C2=CC=C(C(=N2)C(=O)NS(=O)(=O)CCCCCC(=O)OCC)C=2C=NN(C2C)CC2CCCC2)C)C